ClC=1C=C(CN2CC3=C(CC2)N(N=C3C(=O)NCC3=CC=CC2=CC=CC=C32)CCO)C=CC1Cl 5-(3,4-dichlorobenzyl)-1-(2-hydroxyethyl)-N-(naphthalen-1-ylmethyl)-4,5,6,7-tetrahydro-1H-pyrazolo[4,3-c]pyridine-3-carboxamide